(S)-2-((((9H-fluoren-9-yl)methoxy)carbonyl)amino)-6-(4,4-difluoropiperidin-1-yl)hexanoic acid C1=CC=CC=2C3=CC=CC=C3C(C12)COC(=O)N[C@H](C(=O)O)CCCCN1CCC(CC1)(F)F